N-(3-((Dimethylamino)methyl)-5-(trifluoromethyl)phenyl)-6-(Imidazo[1,2-a]pyridin-3-carbonyl)-4,5,6,7-tetrahydrothieno[2,3-c]pyridin-3-carboxamid CN(C)CC=1C=C(C=C(C1)C(F)(F)F)NC(=O)C1=CSC=2CN(CCC21)C(=O)C2=CN=C1N2C=CC=C1